COC(C=CCCCCCCCCCCCCCCC)=O methyloctadecenoate